COC=1C=C2C=CC=NC2=CC1C 6-methoxy-7-methylquinoline